6-(4-(1-(3-fluoro-4-methylphenyl)-3,3-dimethyl-2,3-dihydro-1H-pyrrolo[3,2-b]pyridine-5-carbonyl)-3,3-dimethylpiperazin-1-yl)-2,4-dimethylnicotinic acid methyl ester COC(C1=C(N=C(C=C1C)N1CC(N(CC1)C(=O)C1=CC=C2C(=N1)C(CN2C2=CC(=C(C=C2)C)F)(C)C)(C)C)C)=O